NCCCNC(=O)C=1C=NC(=CC1)C(F)(F)C1=CC(=NC(=C1)N1CCN(CC1)S(=O)(=O)C1=CC=C(C=C1)N1C(C[C@H](C1)N)=O)Cl N-(3-aminopropyl)-6-[[2-chloro-6-[4-[4-[(4R)-4-amino-2-oxo-pyrrolidin-1-yl]phenyl]sulfonylpiperazin-1-yl]-4-pyridinyl]-difluoro-methyl]pyridine-3-carboxamide